6,8-difluoro-4-methyl-7-hydroxycoumarin FC=1C=C2C(=CC(OC2=C(C1O)F)=O)C